C=1B2N(C=CC1)C=CC=C2 azaborino[1,2-a][1,2]azaborine